C(C)(=O)C=1C=C(C=C2C(=CC(=NC12)N1CC(CC1)C=1C=NN(C1)C)C#N)C 8-acetyl-6-methyl-2-[3-(1-methylpyrazol-4-yl)pyrrolidin-1-yl]quinoline-4-carbonitrile